3,4-dichlorophenyl-isobutyramide ClC=1C=C(C=CC1Cl)C(C(=O)N)(C)C